ClC1=C(C=C(C=C1)N1N=C(N=C1CN(C(=O)NCC1=NC(=NN1C1=CC(=C(C=C1)Cl)F)C)C)C)F 1,3-bis({[1-(4-chloro-3-fluorophenyl)-3-methyl-1H-1,2,4-triazol-5-yl]methyl})-1-methylurea